2-fluoro-5-(4,4,5,5-tetramethyl-1,3,2-dioxaborolane-2-yl)benzonitrile FC1=C(C#N)C=C(C=C1)B1OC(C(O1)(C)C)(C)C